4-((1-benzhydryl-piperidin-4-yl)methyl)phenol C(C1=CC=CC=C1)(C1=CC=CC=C1)N1CCC(CC1)CC1=CC=C(C=C1)O